4-{(S)-2-[2-(3-chlorothien-2-yl)thiazol-4-yl]-2-[(S)-2-(methoxycarbonylamino)-3-phenylpropionylamino]Ethyl}phenyl-sulfamic acid ClC1=C(SC=C1)C=1SC=C(N1)[C@H](CC1=CC=C(C=C1)NS(O)(=O)=O)NC([C@H](CC1=CC=CC=C1)NC(=O)OC)=O